OC1(CC(C1)C(=O)N1CC2(C1)CC(C2)CC2=CC(=NN2C)C(F)(F)F)C ((1s,3s)-3-Hydroxy-3-methylcyclobutyl)(6-((1-methyl-3-(trifluoromethyl)-1H-pyrazol-5-yl)methyl)-2-azaspiro[3.3]heptan-2-yl)methanone